FC1=CC=C(OC2=NC=CC=C2C=2C3=C(C(N(C2)C)=O)N(C=C3)S(=O)(=O)C3=CC=C(C)C=C3)C=C1 4-(2-(4-Fluorophenoxy)pyridin-3-yl)-6-methyl-1-tosyl-1H-pyrrolo[2,3-c]pyridin-7(6H)-one